N1(N=NC2=C1C=CC=C2)C(=O)C(C(C)C)NC(OC(C)(C)C)=O tert-butyl N-[1-(benzotriazole-1-carbonyl)-2-methyl-propyl]carbamate